S-((1s,4s)-4-(((benzyloxy)carbonyl)amino)cyclohexyl) ethanethioate C(C)(SC1CCC(CC1)NC(=O)OCC1=CC=CC=C1)=O